tert-butyl N-[(1S)-1-[[(3-amino-3-oxo-propyl)-(2-chloroacetyl)amino]carbamoyl]-3-methyl-butyl]carbamate NC(CCN(C(CCl)=O)NC(=O)[C@H](CC(C)C)NC(OC(C)(C)C)=O)=O